C(=O)N.N1N=CC=C1 pyrazole compound with formamide